benzo-thiazole S1C=NC2=C1C=CC=C2